8-bromo-3,4-dihydrobenzo[b]oxepin-5(2H)-one BrC=1C=CC2=C(OCCCC2=O)C1